3-(4-dimethylamino-phenyl)-1-indan-5-yl-p-hydroxyphenylacetone CN(C1=CC=C(C=C1)C=1CC(C=CC1O)(C=1C=C2CCCC2=CC1)CC(C)=O)C